6-(3-oxopiperazin-1-yl)-N-(6-(o-tolyl)-5-(trifluoromethyl)pyridin-2-yl)pyridine-2-sulfonamide O=C1CN(CCN1)C1=CC=CC(=N1)S(=O)(=O)NC1=NC(=C(C=C1)C(F)(F)F)C1=C(C=CC=C1)C